SCCCCO 4-mercaptobutan-1-ol